1,5-diethyl-3,5-dimethyl-1,3-cyclohexadiene C(C)C1=CC(=CC(C1)(C)CC)C